(R)-2-((tert-butoxycarbonyl)amino)-3-(4-(tert-butoxy)-3-iodo-phenyl)propionic acid C(C)(C)(C)OC(=O)N[C@@H](C(=O)O)CC1=CC(=C(C=C1)OC(C)(C)C)I